Tungsten(IV) chloride [W](Cl)(Cl)(Cl)Cl